COC=1C(=C(C=CC1)O)C1=CC=NO1 3-methoxy-2-(1,2-oxazol-5-yl)phenol